1,11-dibenzyl-13,13-dimethyl-1,2,3,4,8,9,10,11-octahydrosilino[3,2-g:5,6-g']diquinolin C(C1=CC=CC=C1)N1CCCC=2CC=3C(=CC12)[Si](C1=C(C=C2CCCN(C2=C1)CC1=CC=CC=C1)C3)(C)C